2-[3-(3,5-dimethylpiperazin-1-yl)-1,2,4-triazin-6-yl]-5-(1H-pyrazol-4-yl)phenol dihydrochloride Cl.Cl.CC1CN(CC(N1)C)C=1N=NC(=CN1)C1=C(C=C(C=C1)C=1C=NNC1)O